5-Amino-1,2-pentanediol NCCCC(CO)O